Ethylcaproat C(C)OC(CCCCC)=O